2-phenyl-1-(2-(5-(trifluoromethyl)-1,2,4-oxadiazol-3-yl)-6,7-dihydrothieno[3,2-c]pyridin-5(4H)-yl)ethan-1-one C1(=CC=CC=C1)CC(=O)N1CC2=C(CC1)SC(=C2)C2=NOC(=N2)C(F)(F)F